ClC1=C(C(=CC=C1)Cl)NC=1N(C2=NC(=NC=C2N1)N[C@H](CO)C)C1CCC(CC1)C(=O)N (1R,4s)-4-(8-(2,6-dichlorophenylamino)-2-((S)-1-hydroxypropan-2-ylamino)-9H-purin-9-yl)cyclohexanecarboxamide